C(#N)C=1C(=CC(=NC1)NC(=O)N1CCCC2=CC(=C(N=C12)C=O)CN1C(CN(CC1)C)=O)NC1CSCCC1OC N-(5-cyano-4-((4-methoxytetrahydro-2H-thiopyran-3-yl)amino)pyridin-2-yl)-7-formyl-6-((4-methyl-2-oxopiperazin-1-yl)methyl)-3,4-dihydro-1,8-naphthyridine-1(2H)-carboxamide